CC1=CC=CC=2OC(OC(C21)=O)C dimethyl-4H-benzo[d][1,3]dioxin-4-one